tert-butyl 4-[3-bromo-4-[[(2,6-dioxo-3-piperidyl)amino]methyl]phenyl]piperazine-1-carboxylate BrC=1C=C(C=CC1CNC1C(NC(CC1)=O)=O)N1CCN(CC1)C(=O)OC(C)(C)C